2,4,6-trichloro-3-hydroxybenzonitrile ClC1=C(C#N)C(=CC(=C1O)Cl)Cl